N-ethyl-6-methyl-7-oxo-4-(1-phenylethyl)-1-((2-(trimethylsilyl)ethoxy)methyl)-6,7-dihydro-1H-pyrrolo[2,3-c]pyridine-2-carboxamide C(C)NC(=O)C1=CC2=C(C(N(C=C2C(C)C2=CC=CC=C2)C)=O)N1COCC[Si](C)(C)C